OC=1C=C(C=CC1)C1=CC=CC2=C1N=NS2 4-(3-hydroxyphenyl)benzothiadiazole